(3,7,11,15-tetramethylhexadecanoyl)propylene glycol CC(CC(=O)C(C(C)O)O)CCCC(CCCC(CCCC(C)C)C)C